C1NCC12CC(C2)CC2=CC=C(C=C2)N=S(C(F)(F)F)=O [4-(2-azaspiro[3.3]heptan-6-ylmethyl)phenyl]imino-oxo-(trifluoromethyl)-λ6-sulfane